2-(4-benzhydrylpiperazin-1-yl)acetic acid C(C1=CC=CC=C1)(C1=CC=CC=C1)N1CCN(CC1)CC(=O)O